2,N3-di-tert-butylquinoxaline-2,3-diamine C(C)(C)(C)C1(NC2=CC=CC=C2N=C1NC(C)(C)C)N